ClC=1C=CC=C2C=CC(=C(C12)SC)B(O)O (8-chloro-1-(methylthio)naphthalen-2-yl)boronic acid